12-Methyltetradecanoic acid CC(CCCCCCCCCCC(=O)O)CC